C(#N)[C@H](CC1=C(C=C(C=C1)C=1CCN(CC1)C1COC1)F)NC(=O)C=1OC=CC=NC1 (S)-N-((S)-1-cyano-2-(2-fluoro-4-(1-(oxetan-3-yl)-1,2,3,6-Tetrahydropyridin-4-yl)phenyl)ethyl)-1,4-oxazepine-2-carboxamide